tert-butyl 3-[[[(2R)-3-amino-2-hydroxy-propyl]-tert-butoxycarbonyl-amino]methyl]-3-hydroxy-azetidine-1-carboxylate NC[C@H](CN(C(=O)OC(C)(C)C)CC1(CN(C1)C(=O)OC(C)(C)C)O)O